Acetic acid 2,2,2-trifluoroacetate salt FC(C(=O)O)(F)F.C(C)(=O)O